3-((3-(2-(diiso-propylamino)-ethyl)-1H-indol-4-yl)oxy)-2-methyl-3-oxo-propanoic acid C(C)(C)N(CCC1=CNC2=CC=CC(=C12)OC(C(C(=O)O)C)=O)C(C)C